benzyl (1S,3R)-3-((tert-butoxycarbonyl)amino)cyclopentane-1-carboxylate C(C)(C)(C)OC(=O)N[C@H]1C[C@H](CC1)C(=O)OCC1=CC=CC=C1